4-bromo-2-methoxy-5-nitrobenzaldehyde BrC1=CC(=C(C=O)C=C1[N+](=O)[O-])OC